5-(3-(benzyloxy)-1-fluorocyclobutyl)-6-methoxynicotinic acid methyl ester COC(C1=CN=C(C(=C1)C1(CC(C1)OCC1=CC=CC=C1)F)OC)=O